2-Chloro-4-((S)-8-(6-(4-((4-(3-(((S)-2,6-dioxopiperidin-3-yl)amino)phenyl)piperazin-1-yl)methyl)piperidine-1-carbonyl)pyridin-3-yl)-3-methyl-2,8-diazaspiro[4.5]decan-2-yl)benzonitrile ClC1=C(C#N)C=CC(=C1)N1CC2(C[C@@H]1C)CCN(CC2)C=2C=NC(=CC2)C(=O)N2CCC(CC2)CN2CCN(CC2)C2=CC(=CC=C2)N[C@@H]2C(NC(CC2)=O)=O